ClC1=CC=C(COCC23CCC(CC2)(N3C(=O)OC(C)(C)C)[C@@H](O)C3=CC(=CC=C3)F)C=C1 tert-butyl 1-(((4-chlorobenzyl)oxy)methyl)-4-((S)-(3-fluorophenyl)(hydroxy)methyl)-7-azabicyclo[2.2.1]heptane-7-carboxylate